OOC(CO)CO 2-hydroxy-sn-glycerol